CC1=NOC(=C1CN1C=CC2=CC(=CC=C12)C1=CC=CC(=N1)C(=O)N)C 6-(1-((3,5-dimethylisoxazol-4-yl)methyl)-1H-indol-5-yl)picolinamide